OC=1N(N=C2CCC(CC12)NC(=O)NC1=CC=CC=C1)C1=NC=CC=C1 1-(3-Hydroxy-2-(pyridin-2-yl)-4,5,6,7-tetrahydro-2H-indazol-5-yl)-3-phenylurea